NC1=NC(=CC(=N1)N1CCC2(C[C@H](NC2)C(=O)O)CC1)NCC1=C(C=CC=C1N1CCCCC1)OC1=CC=CC=C1 (S)-8-(2-amino-6-((2-phenoxy-6-(piperidin-1-yl)benzyl)amino)pyrimidin-4-yl)-2,8-diazaspiro[4.5]decane-3-carboxylic acid